6-(8-((2,3-dihydrobenzofuran-5-yl)sulfonyl)-8-azabicyclo[3.2.1]oct-2-en-3-yl)-7-methyl-[1,2,4]triazolo[1,5-a]pyridine O1CCC2=C1C=CC(=C2)S(=O)(=O)N2C1C=C(CC2CC1)C=1C(=CC=2N(C1)N=CN2)C